CC1=NC=2C3=C(C(=CC2C(N1)=O)O[C@@H]1COCC1)OCO3 (S)-8-methyl-4-((tetrahydrofuran-3-yl)oxy)-[1,3]dioxolo[4,5-H]quinazolin-6(7H)-one